NC1(CCN(CC1)C1=NC(=C(C(=N1)C(=O)N)C1=C(C(=CC=C1)Cl)Cl)C)C 2-(4-Amino-4-methyl-piperidin-1-yl)-5-(2,3-dichlorophenyl)-6-methyl-pyrimidine-4-carboxylic acid amide